1-bromo-3-chloro-2-iodobenzene BrC1=C(C(=CC=C1)Cl)I